2-(tert-butoxycarbonylamino)pyridine C(C)(C)(C)OC(=O)NC1=NC=CC=C1